3-[4-[4-[[4-[4-amino-3-(difluoromethyl)pyrazol-1-yl]cyclohexyl]methyl-methyl-amino]-1-piperidyl]-3-methyl-2-oxo-benzimidazol-1-yl]piperidine-2,6-dione NC=1C(=NN(C1)C1CCC(CC1)CN(C1CCN(CC1)C1=CC=CC=2N(C(N(C21)C)=O)C2C(NC(CC2)=O)=O)C)C(F)F